2-((2-(tetrahydro-2H-pyran-4-yl)ethyl)amino)pyrido[2,3-d]pyrimidin-7(8H)-one O1CCC(CC1)CCNC=1N=CC2=C(N1)NC(C=C2)=O